IC=1C=C(CC2=C(CCCC2=O)NC2=CC=C(C=C2)C=2[C@@H](CC(NN2)=O)C)C=CC1 (5r)-6-(4-{[2-(3-iodobenzyl)-3-oxocyclohex-1-en-1-yl]amino}phenyl)-5-methyl-4,5-dihydropyridazin-3(2h)-one